4-(2-chloro-4-formylphenyl)piperazine-1-carboxylic acid benzyl ester C(C1=CC=CC=C1)OC(=O)N1CCN(CC1)C1=C(C=C(C=C1)C=O)Cl